COC(=O)C1CCC(CC1)C=1C=C2C(=NC(=NC2=CC1C)C)O (1R,4R)-4-(4-hydroxy-2,7-dimethylquinazolin-6-yl)cyclohexane-1-carboxylic acid methyl ester